CN1C(CNCC1)SSC1N(CCNC1)C dithiobis(N-methylpiperazine)